trans-2-Bromo-3-chloro-3-(3-chlorophenyl)propan-1-ol BrC(CO)C(C1=CC(=CC=C1)Cl)Cl